(1R,1aS,6bR)-4-chloro-N-(6-((R)-1-cyanospiro[2.2]pentan-1-yl)isoquinolin-3-yl)-1a,6b-dihydro-1H-cyclopropa[4,5]furo[3,2-c]pyridine-1-carboxamide ClC=1C=C2C(=CN1)[C@@H]1[C@H](O2)[C@@H]1C(=O)NC=1N=CC2=CC=C(C=C2C1)[C@]1(CC12CC2)C#N